O.FC=1C(=C(OC2=NC=C(C(=C2C=2NC=3C=CN=C(C3C(C2)=O)C(=O)N)C)C(F)(F)F)C=CC1F)C 2-(2-(3,4-difluoro-2-methylphenoxy)-4-methyl-5-(trifluoromethyl)pyridine-3-yl)-4-oxo-1,4-dihydro-1,6-naphthyridine-5-carboxamide monohydrate